niobium-molybdenum-tantalum-hafnium [Hf].[Ta].[Mo].[Nb]